2-methyl-1,3-azacyclopentadiene CC1=NCC=C1